C(C)OC(=O)C1=CNC2=NC=C3C(=C21)N(C=N3)C 1-methyl-1,6-dihydroimidazo[4,5-d]pyrrolo[2,3-b]pyridine-8-carboxylic acid ethyl ester